2-((1s,4s)-4-(3-(2-(difluoromethoxy)-6-methoxypyridin-3-yl)-1-(2-isopropylphenyl)ureido)-1-hydroxycyclohexyl)-2,2-difluoroacetic acid FC(OC1=NC(=CC=C1NC(N(C1=C(C=CC=C1)C(C)C)C1CCC(CC1)(O)C(C(=O)O)(F)F)=O)OC)F